CN1CCC(CC1)N1N=CC(=C1)C1=CC=C2C(=NC=NC2=C1)C1=C(C=NN1C1OCCCC1)C1=CC=CC=C1 7-(1-(1-methylpiperidin-4-yl)-1H-pyrazol-4-yl)-4-(4-phenyl-1-(tetrahydro-2H-pyran-2-yl)-1H-pyrazol-5-yl)quinazoline